(2-Oxo-2-phenylethyl)triphenyl-phosphonium bromide [Br-].O=C(C[P+](C1=CC=CC=C1)(C1=CC=CC=C1)C1=CC=CC=C1)C1=CC=CC=C1